icosyl-(eicosyl)benzenesulfonic acid C(CCCCCCCCCCCCCCCCCCC)C=1C(=C(C=CC1)S(=O)(=O)O)CCCCCCCCCCCCCCCCCCCC